(6Ar,10aR)-3-[2-(4-ethylphenyl)propan-2-yl]-6,6,9-trimethyl-6a,7,10,10a-tetrahydrobenzo[c]chromen-1-ol C(C)C1=CC=C(C=C1)C(C)(C)C=1C=C(C=2[C@H]3[C@H](C(OC2C1)(C)C)CC=C(C3)C)O